N-(1'-(6-(3-(difluoromethyl)-4-methylpiperazin-1-yl)-4-methylpyridin-2-yl)-1',2'-dihydrospiro[cyclopropane-1,3'-pyrrolo[3,2-c]pyridin]-6'-yl)acetamide FC(C1CN(CCN1C)C1=CC(=CC(=N1)N1CC2(C=3C=NC(=CC31)NC(C)=O)CC2)C)F